2-({5-[difluoro(phenyl)methyl]-7-[(3S)-3-hydroxypyrrolidin-1-yl]-3H-[1,2,3]triazolo[4,5-d]pyrimidin-3-yl}methyl)benzene-1-sulfonyl fluoride FC(C=1N=C(C2=C(N1)N(N=N2)CC2=C(C=CC=C2)S(=O)(=O)F)N2C[C@H](CC2)O)(C2=CC=CC=C2)F